COC(C(C)C1=CC=2N(C3=CC=C(C=C3C2C=C1)C1=CC=CC=C1)C(=O)OC(C)(C)C)=O tert-butyl 2-(1-methoxy-1-oxopropan-2-yl)-6-phenyl-9H-carbazole-9-carboxylate